(3E)-6-iodo-3-hexenylbenzyloxymethyl ether IC1=CC=C(C=C1COCOCOCC1=CC(=CC=C1I)C=CCCCC)C=CCCCC